C(C)(C)(C)OC(=O)N1C[C@@H](N(C[C@H]1CC)C=1C=2N(NC(C1)=O)C=C(N2)C(=O)O)CC 8-((2S,5R)-4-(tert-butoxycarbonyl)-2,5-diethylpiperazin-1-yl)-6-oxo-5,6-dihydroimidazo[1,2-b]pyridazine-2-carboxylic acid